FC1(CC(C1)N(C(=O)OCCOCC(COCCO)OCCO)C1=C(C(=NN1C)C1CCC1)C1CCC1)F 2-[2,3-bis(2-hydroxyethoxy)propoxy]ethanol 3,3-difluorocyclobutyl-(3,4-dicyclobutyl-1-methyl-1H-pyrazol-5-yl)carbamate